(R)-1-((1-(3-cyano-7-methyl-4-oxo-2-(piperidin-1-yl)-4H-pyrido[1,2-a]pyrimidin-9-yl)ethyl)carbamoyl)cyclobutane-1-carboxylic acid C(#N)C1=C(N=C2N(C1=O)C=C(C=C2[C@@H](C)NC(=O)C2(CCC2)C(=O)O)C)N2CCCCC2